ClC1=C(C(=C(C=C1OC)OC)Cl)C1=CC2=C(N=C(N=C2)SC)C(=N1)NCC(C)(C)C 6-(2,6-dichloro-3,5-dimethoxyphenyl)-2-(methylthio)-N-neopentylpyrido[3,4-d]pyrimidine-8-amine